2-(2-((3'-(1-aminoethyl)-2'-fluoro-5-(3-oxa-9-azaspiro[5.5]undec-9-yl)-[1,1'-biphenyl]-3-yl)methoxy)phenyl)acetic acid NC(C)C=1C(=C(C=CC1)C1=CC(=CC(=C1)N1CCC2(CCOCC2)CC1)COC1=C(C=CC=C1)CC(=O)O)F